C1(CCCC1)N1C(=CC2=C1N=C(N=C2)NC2=NC=C(C=C2)N2CCC(CC2)N2CCN(CC2)CC2=CC(=CC=C2)NC2C(NC(CC2)=O)=O)C(=O)N(C)C 7-cyclopentyl-2-((5-(4-(4-(3-((2,6-dioxopiperidin-3-yl)amino)benzyl)piperazin-1-yl)piperidin-1-yl)pyridin-2-yl)amino)-N,N-dimethyl-7H-pyrrolo[2,3-d]pyrimidine-6-carboxamide